COC(=O)C1=CN(C=C1)C1=CC(=NC=C1C)NC1=CC=C(C=C1)F 1-(2-((4-fluorophenyl)amino)-5-methylpyridin-4-yl)-1H-pyrrole-3-carboxylic acid methyl ester